C(C)C1(CC(=C(C=C1)N)C(F)(F)F)N 1-ethyl-3-(trifluoromethyl)benzene-1,4-diamine